C(O)C(C(=O)OCCCC)(CC)CO butyl 2,2-dimethylolbutyrate